[Cl-].C(CCCCCCCCCCCCC)[N+](C)(C)CC1=CC=C(C=C1)C=C tetradecyl-(4'-vinyl-benzyl)dimethyl-ammonium chloride